O1CCC(CC1)N1CC(C1)N1N=CC(=C1)C1=NC2=CC=CC=C2N=C1 2-[1-(1-tetrahydropyran-4-ylazetidin-3-yl)pyrazol-4-yl]Quinoxaline